tert-butyl (4R)-4-[(1-cyano-6-formyl-4-methyl-6,7-dihydro-5H-cyclopenta[c]pyridin-3-yl)oxymethyl]-2,2-dimethyl-1,3-oxazolidine-3-carboxylate C(#N)C1=NC(=C(C2=C1CC(C2)C=O)C)OC[C@@H]2N(C(OC2)(C)C)C(=O)OC(C)(C)C